7-((6-((dimethyl-amino)methyl)-5-(4-hydroxytetra-hydro-2H-pyran-4-yl)pyridin-2-yl)amino)-4-(7-fluoro-imidazo[1,2-a]pyridin-3-yl)isoindolin-1-one CN(C)CC1=C(C=CC(=N1)NC=1C=CC(=C2CNC(C12)=O)C1=CN=C2N1C=CC(=C2)F)C2(CCOCC2)O